C(C)(C)(C)OC(=O)N(C=1SC(=C(N1)C(=O)OC)CC(COC1=C(C=C(C=C1)I)F)(C)C)C methyl 2-{[(tert-butoxy)carbonyl](methyl)amino}-5-[3-(2-fluoro-4-iodophenoxy)-2,2-dimethylpropyl]-1,3-thiazole-4-carboxylate